[Cl-].NCC[NH3+] Aminoethylammonium chloride